ClC1=CC=C(C=C1)C1=N[C@H](C=2N(C3=C1C=C(C=C3)OCCOCCOCCOCCOCCOCCNC(C3=CC(=C(C=C3)O)O)=O)C(=NN2)C)CC(=O)NCC N-(17-(((4S)-6-(4-chlorophenyl)-4-(2-(ethylamino)-2-oxoethyl)-1-methyl-4H-benzo[f][1,2,4]triazolo[4,3-a][1,4]diazepin-8-yl)oxy)-3,6,9,12,15-pentaoxaheptadecyl)-3,4-dihydroxybenzamide